(2R)-N-(2-(2,6-dioxopiperidin-3-yl)-1-oxoisoindolin-5-yl)-4-fluoro-2-(methoxymethyl)indoline-1-carboxamide O=C1NC(CCC1N1C(C2=CC=C(C=C2C1)NC(=O)N1[C@H](CC2=C(C=CC=C12)F)COC)=O)=O